Tert.Butyl-amine C(C)(C)(C)N